ClC1=CN(C=2N=C(C=C(C21)NCCOC)Cl)COCC[Si](C)(C)C 3,6-dichloro-N-(2-methoxyethyl)-1-((2-(trimethylsilyl)ethoxy)methyl)-1H-pyrrolo[2,3-b]pyridin-4-amine